2-(pyridin-4-yl)-1H-benzoimidazol-5-amine N1=CC=C(C=C1)C1=NC2=C(N1)C=CC(=C2)N